(3R,3aR,6S,6aR)-3,6-diethoxyhexahydrofuro[3,2-b]furan C(C)O[C@H]1[C@@H]2[C@H](OC1)[C@H](CO2)OCC